5-(3,4-dimethoxybenzyl)-2-thioxodihydropyrimidine-4,6(1H,5H)-dione COC=1C=C(CC2C(NC(NC2=O)=S)=O)C=CC1OC